5-propynyl-uridine tert-butyl-4-((6-((fluorosulfonyl)oxy)-2-phenylimidazo[1,2-a]pyridin-3-yl)amino)benzoate C(C)(C)(C)C1=C(C(=O)OC[C@@H]2[C@H]([C@H]([C@@H](O2)N2C(=O)NC(=O)C(=C2)C#CC)O)O)C=CC(=C1)NC1=C(N=C2N1C=C(C=C2)OS(=O)(=O)F)C2=CC=CC=C2